C1C(C(C)=C)O1 isopren monooxide